(3S,4r,5R)-1-(2,6-difluoro-4-isopropylphenethyl)piperidine-3,4,5-triol FC1=C(CCN2C[C@@H](C([C@@H](C2)O)O)O)C(=CC(=C1)C(C)C)F